Dilauroylperoxid C(CCCCCCCCCCC)(=O)OOC(CCCCCCCCCCC)=O